COC1=CC(=NC(=C1)C=1N=NN(C1)C1=CC(=C(C(=O)O)C=C1)O)C=1N=NN(C1)C1=CC(=C(C(=O)O)C=C1)O 4,4'-((4-methoxypyridine-2,6-diyl)bis(1H-1,2,3-triazole-4,1-diyl))bis(2-hydroxybenzoic acid)